[Cl-].[Cl-].C(C)(C)[Zr+2](C1C=C(C=C1)C)C1C2=CC=CC=C2C=2C=CC=CC12 isopropyl-(9-fluorenyl)(3-methylcyclopentadienyl)zirconium dichloride